C(C=C)[C@@]1(N(CCN(C1=O)C(C1=CC=CC=C1)=O)C(=O)OC(C)(C)C)C tert-butyl (S)-2-allyl-4-benzoyl-2-methyl-3-oxopiperazine-1-carboxylate